chloro-4-(1,1-difluoroethyl)-6-isopropoxypyrimidine ClC1=NC(=CC(=N1)C(C)(F)F)OC(C)C